(S)-N4-[2-(dimethylamino)ethyl]-N2-[1-(4-fluorophenyl)ethyl]-N6-(pyrazin-2-yl)pyrimidine-2,4,6-triamine CN(CCNC1=NC(=NC(=C1)NC1=NC=CN=C1)N[C@@H](C)C1=CC=C(C=C1)F)C